2-(2-(cyclopropanesulfonamido)thiazol-4-yl)-2-ethyl-N-(4-(5-fluoropyridin-3-yl)phenyl)butanamide C1(CC1)S(=O)(=O)NC=1SC=C(N1)C(C(=O)NC1=CC=C(C=C1)C=1C=NC=C(C1)F)(CC)CC